O=CC(N(C)C)CC1=CC=CC=C1 Keto-N,N-dimethylamphetamine